1-N-[3-(difluoromethyl)-1-[4-(hydroxymethyl)cyclohexyl]pyrazol-4-yl]-5-(3-oxa-6-azabicyclo[3.1.1]heptan-6-yl)pyrazolo[1,5-a]pyrimidine-3-carboxamide FC(C1=NN(C=C1N1CC(=C2N1C=CC(=N2)N2C1COCC2C1)C(=O)N)C1CCC(CC1)CO)F